C1(=CC(=CC=C1)CCC[N+]1(CCCC1)CC)CCC[N+]1(CCCC1)CC 1,1'-(1,3-phenylenedi(propane-3,1-diyl))bis(1-ethylpyrrolidin-1-ium)